N[C@@H](CC1=CNC2=CC=CC=C12)C(=O)C(=O)N tryptophanyl-carboxamide